(4-aminophenyl)-4-cyclopropylpiperazin-2-one NC1=CC=C(C=C1)N1C(CN(CC1)C1CC1)=O